tert-butyl (R)-8-oxo-1,2,4,4a,5,6,8,10-octahydro-3H-furo[3,4-g]pyrazino[1,2-a]quinoxaline-3-carboxylate O=C1OCC2=C1C=C1NC[C@H]3N(C1=C2)CCN(C3)C(=O)OC(C)(C)C